FC1=CC(=CC=2C=3C=C4C(=C(C3N(C12)C)C)C=CN=C4)OCCN(C)C 2-((7-fluoro-5,6-dimethyl-6H-pyrido[4,3-b]carbazol-9-yl)oxy)-N,N-dimethylethanamine